NC1=CC=C(OCCCCOC2=CC=C(C=C2)N)C=C1 1,4-Bis(4-amino-phenoxy)butan